CC1=C(C=CC(=C1)C)SC1=C(N)C=CC=C1 2-(2,4-dimethylphenylmercapto)aniline